OC1=NOC(=C1)C(C(=O)OC)C(C)C methyl 2-(3-hydroxyisoxazol-5-yl)-3-methylbutyrate